N-{[4-(dimethyl-1,3-thiazole-5-sulfonyl)phenyl]methyl}furo[2,3-c]pyridine-2-carboxamide CC=1N=C(SC1S(=O)(=O)C1=CC=C(C=C1)CNC(=O)C1=CC=2C(=CN=CC2)O1)C